6-(methoxymethyl)benzoic acid tert-butyl ester C(C)(C)(C)OC(C1=CC=CC=C1COC)=O